N-(3-chloro-2-methylpropyl)morpholine ClCC(CN1CCOCC1)C